2,6-dichloro-4-(trifluoromethyl)nicotinonitrile ClC1=C(C#N)C(=CC(=N1)Cl)C(F)(F)F